N-ethyl-2,4-cyclopentadien-1-ethylamine C(C)NCCC1C=CC=C1